C(CCCCCC)C(C(=O)OCC(COC(C(CCCCCCC)CCCCCCC)=O)N1CC2(CC1)CN(CC2)CCCCO)CCCCCCC 2-(7-(4-hydroxybutyl)-2,7-diazaspiro[4.4]nonan-2-yl)propane-1,3-diyl bis(2-heptylnonanoate)